C(C)[C@H]1NC2=CC=C(C=C2[C@@H](C1)NC(=O)C=1C(NC(=CC1)C(F)(F)F)=O)C N-((2R,4R)-2-ethyl-6-methyl-1,2,3,4-tetrahydroquinolin-4-yl)-2-oxo-6-(trifluoromethyl)-1,2-dihydropyridine-3-carboxamide